Benzyl 2-[(3-bromo-2-fluoro-phenyl)methyl]-3-(fluoromethylsulfonylamino)-4-methyl-pyrrolidine-1-carboxylate BrC=1C(=C(C=CC1)CC1N(CC(C1NS(=O)(=O)CF)C)C(=O)OCC1=CC=CC=C1)F